BrC1=CN=C(S1)N(C(OC(C)(C)C)=O)CC1=CC=C(C=C1)OC tert-butyl (5-bromothiazol-2-yl)(4-methoxybenzyl)carbamate